[Ru](Cl)(Cl)Cl.C(CN)N.C(CN)N.C(CN)N tri(ethylenediamine) ruthenium chloride